2-ketoisocaproate O=C(C(=O)[O-])CC(C)C